C12(CC(C1)C2)NC(=O)NC2=C(C(=NN2C)C2CC(C2)(F)F)C2CCC2 1-(bicyclo[1.1.1]pentan-1-yl)-3-(4-cyclobutyl-3-(3,3-difluoro-cyclobutyl)-1-methyl-1H-pyrazol-5-yl)urea